C(C)(C)C1=CC=C(C=C1)C=1NC(C2=C(N1)C(=NN2C)CCC)=O 5-(4-isopropylphenyl)-1-methyl-3-propyl-1,6-dihydro-7H-pyrazolo[4,3-d]pyrimidin-7-one